BrC=1C=C2CCN(CC2=CC1)S(=O)(=O)N1C=[N+](C=C1)C 1-((6-bromo-3,4-dihydroisoquinolin-2(1H)-yl)sulfonyl)-3-methyl-1H-imidazol-3-ium